N-(4-methoxy-3-methyl-phenyl)-4-[4-[(4-methoxyphenyl)methylsulfanyl]-2-oxo-3H-benzimidazol-1-yl]cyclohexanecarboxamide manganese [Mn].COC1=C(C=C(C=C1)NC(=O)C1CCC(CC1)N1C(NC2=C1C=CC=C2SCC2=CC=C(C=C2)OC)=O)C